(6S)-6-[(1S)-1-hydroxyethyl]-2,2-dimethylmorpholine-4-carboxylic acid tert-butyl ester C(C)(C)(C)OC(=O)N1CC(O[C@@H](C1)[C@H](C)O)(C)C